tert-butyl 3-(2-(4-methoxyphenyl)hydrazine-1-carbonyl)pyrrolidine-1-carboxylate COC1=CC=C(C=C1)NNC(=O)C1CN(CC1)C(=O)OC(C)(C)C